4-(3-methoxy-4-hydroxyphenyl)methylene-2,6-di-tert-butyl-2,5-cyclohexadien-1-one COC=1C=C(C=CC1O)C=C1C=C(C(C(=C1)C(C)(C)C)=O)C(C)(C)C